2-ethyl-2-((methylamino)methyl)butanoic acid C(C)C(C(=O)O)(CC)CNC